IC1=C(C=CC=C1)C(C)C 2-(2-iodophenyl)propan